1-(4-bromo-2-(1H-tetrazol-5-yl)phenyl)pentan-1-ol BrC1=CC(=C(C=C1)C(CCCC)O)C1=NN=NN1